C[C@H]1C(NC[C@H](O1)C)=O (2s,6r)-2,6-dimethylmorpholinone